C(C)(C)N(P(OCCC#N)OC(C)C1=C(C=CC(=C1)CN1N=NC(=C1)CCCCCC)[N+](=O)[O-])C(C)C 2-Cyanoethyl (1-(5-((4-hexyl-1H-1,2,3-triazol-1-yl)methyl)-2-nitrophenyl)ethyl) diisopropylphosphoramidite